ClC1=CC=C(CNC(=O)NC2CC3(C2)CC(C3)C(C3=CC=CC=C3)O)C=C1 1-(4-chlorobenzyl)-3-(6-(hydroxy(phenyl)meth-yl)spiro[3.3]heptan-2-yl)urea